4-cyanophenyl-4-((6-(acryloyloxy)hexyl)oxy)benzoic acid methyl ester COC(C1=C(C=C(C=C1)OCCCCCCOC(C=C)=O)C1=CC=C(C=C1)C#N)=O